C(C)(C)(C)OC(=O)N1CC=2C=CC(=NC2CC1C(=O)O)C(=O)O 6-(tert-butoxycarbonyl)-5,6,7,8-tetrahydro-1,6-naphthyridine-2,7-dicarboxylic acid